dodecenyl-triethoxysilane C(=CCCCCCCCCCC)[Si](OCC)(OCC)OCC